(1S,3R)-3-amino-N-methylcyclohexane-1-carboxamide hydrochloride Cl.N[C@H]1C[C@H](CCC1)C(=O)NC